FC1=C(C=C(C=C1)F)N1C(N([C@H](C1)C#N)C1=CN=CC2=CC=CC=C12)=O (R)-1-(2,5-difluorophenyl)-3-(isoquinolin-4-yl)-2-oxoimidazolidine-4-carbonitrile